5-{3-[(1S)-1-{[2-methyl-6-(3-methyl-1-benzofuran-5-yl)pyrimidin-4-yl]amino}ethyl]phenyl}pyridine CC1=NC(=CC(=N1)N[C@@H](C)C=1C=C(C=CC1)C=1C=CC=NC1)C=1C=CC2=C(C(=CO2)C)C1